vinylimidazole iodide salt [I-].C(=C)C=1NC=CN1